acetoxy(1-oxoethoxy)palladium C(C)(=O)O[Pd]OC(C)=O